1-ethyl-3-(4-(trifluoromethyl)phenyl)-1,3,8-triazaspiro[4.5]decane-2,4-dione C(C)N1C(N(C(C12CCNCC2)=O)C2=CC=C(C=C2)C(F)(F)F)=O